cobalt-osmium [Os].[Co]